C(CCC)C1(C2=CC=CC=C2C=2C=CC(=CC12)O)CCCC 9,9-dibutyl-2-hydroxyfluorene